[4-({[(3R,4S)-4-{[2-amino-5-(trifluoromethyl)pyridine-3-carbonyl]amino}oxolan-3-yl]oxy}methyl)phenyl]boronic acid NC1=NC=C(C=C1C(=O)N[C@@H]1[C@H](COC1)OCC1=CC=C(C=C1)B(O)O)C(F)(F)F